F[C@H]1CN(CC[C@H]1NC1=CC=CC2=C(N(N=C12)C#CCNC1=C(C=C(C(=O)NC)C=C1)OC)C(=C)F)C 4-((3-(7-(((3S,4R)-3-fluoro-1-methylpiperidin-4-yl)amino)-3-(1-fluorovinyl)-2H-indazol-2-yl)prop-2-yn-1-yl)amino)-3-methoxy-N-methylbenzamide